tert-Butyl 4-(((6-(isoindolin-2-ylmethyl)-4-oxo-4H-pyran-3-yl)oxy)methyl)-piperidine-1-carboxylate C1N(CC2=CC=CC=C12)CC1=CC(C(=CO1)OCC1CCN(CC1)C(=O)OC(C)(C)C)=O